C(C)(C)C1=C(C=C(C=C1)\C=C\C1=NC=CN=C1)O (E)-2-Isopropyl-5-[2-(pyrazin-2-yl)vinyl]phenol